N1=C(C=CC=C1)CN1C=C(C2=CC=CC=C12)C(=O)NC1=C(C=CC=C1)SC1(CCC1)C(=O)O 1-({2-[1-(pyridin-2-ylmethyl)-1H-indole-3-carboxamido]phenyl}thio)cyclobutane-1-carboxylic acid